(5-(4-(2-(4-(4-chlorophenyl)-2,3,9-trimethyl-6H-thieno[3,2-f][1,2,4]triazolo[4,3-a][1,4]diazepin-6-yl)acetamido)phenyl)penta-2,4-diyn-1-yl)carbamate ClC1=CC=C(C=C1)C1=NC(C=2N(C3=C1C(=C(S3)C)C)C(=NN2)C)CC(=O)NC2=CC=C(C=C2)C#CC#CCNC([O-])=O